BrC1=CC=C(S1)C(C(=O)OC(C)(C)C)(CCCC(CO)(C)C)C tert-butyl 2-(5-bromothiophen-2-yl)-7-hydroxy-2,6,6-trimethylheptanoate